1-(6-(4-((6-(Trifluoromethyl)pyridin-3-yl)amino)pyrido[3,2-d]pyrimidin-6-yl)-1,6-diazaspiro[3.3]heptan-1-yl)prop-2-en-1-one FC(C1=CC=C(C=N1)NC=1C2=C(N=CN1)C=CC(=N2)N2CC1(CCN1C(C=C)=O)C2)(F)F